(E)-3-(4-fluorobenzenesulfonyl)-1-phenyl-2-propen-1-one FC1=CC=C(C=C1)S(=O)(=O)/C=C/C(=O)C1=CC=CC=C1